C(C)OC(=O)C=1C=C(N(C1C)C)C=1C=C2CCN(CC2=CC1C(=O)N1CC2=CC=CC=C2C[C@H]1COC)C(=O)OCC1=CC=CC=C1 benzyl 6-[4-(ethoxycarbonyl)-1,5-dimethylpyrrol-2-yl]-7-{[(3S)-3-(methoxymethyl)-3,4-dihydro-1H-isoquinolin-2-yl]carbonyl}-3,4-dihydro-1H-isoquinoline-2-carboxylate